[Si](C)(C)(C(C)(C)C)OCCCCOC=1C=C(N)C=CC1N1CCN(CC1)C 3-(4-((tert-butyldimethylsilyl)oxy)butoxy)-4-(4-methylpiperazin-1-yl)aniline